(12aR)-9-bromo-10-chloro-7-methoxy-3,4,12,12a-tetrahydro-6H-pyrazino[2,1-c][1,4]benzooxazepine-2(1H)-carboxylic acid tert-butyl ester C(C)(C)(C)OC(=O)N1C[C@@H]2COC3=C(CN2CC1)C(=CC(=C3Cl)Br)OC